Quindoline C1=CC=CC=2NC3=C4C=CC=CC4=NC3=CC12